4-(5,6-dichloro-1H-benzo[d]imidazol-2-yl)-3-fluoro-6-methoxybenzene-1,2-diol ClC1=CC2=C(NC(=N2)C=2C(=C(C(=C(C2)OC)O)O)F)C=C1Cl